C1(CC1)NC1=CC(=CC(=C1)C)C N-cyclopropyl-3,5-dimethylaniline